C1=CC=C2C(=C1)C(C3=CC=CC=C32)COC(=O)NCCCCCCCC(=O)O Fmoc-8-aminooctanoic acid